N-(6-amino-5-ethyl-3-pyridyl)-2-[(2R,5S)-2-[2-[2-(dimethylamino)ethyl]-1,3-benzothiazol-5-yl]-5-methyl-1-piperidyl]-2-oxo-acetamide NC1=C(C=C(C=N1)NC(C(=O)N1[C@H](CC[C@@H](C1)C)C=1C=CC2=C(N=C(S2)CCN(C)C)C1)=O)CC